ClC1=C(C(=CC=C1)Cl)C1CN(C1)C1=CC=C(CN2CCC(CC2)C(=O)O)C=C1 (4-(3-(2,6-dichlorophenyl)azetidin-1-yl)benzyl)piperidine-4-carboxylic acid